N-[(2RS)-1-(aminooxy)-3-(2,4-dimethylphenyl)propan-2-yl]-5-(3-cyclopropylphenoxy)pyridazine-4-carboxamide NOC[C@@H](CC1=C(C=C(C=C1)C)C)NC(=O)C1=CN=NC=C1OC1=CC(=CC=C1)C1CC1 |r|